4-((2-(azetidin-1-ylmethyl)-6-fluorobenzyl)amino)-2,6-difluoro-N-(isothiazol-4-yl)benzenesulfonamide N1(CCC1)CC1=C(CNC2=CC(=C(C(=C2)F)S(=O)(=O)NC=2C=NSC2)F)C(=CC=C1)F